C1C2C1CC=1C=CC(=CC21)NC2=NC(=CC=C2[N+](=O)[O-])N2N=CC=C2 N-{1H,1aH,6H,6aH-cyclopropa[a]inden-3-yl}-3-nitro-6-(pyrazol-1-yl)pyridin-2-amine